3-(1-{3-[2-(hydroxymethyl)phenoxy]propyl}-4-methyl-1H-benzotriazol-5-yl)propanoate OCC1=C(OCCCN2N=NC3=C2C=CC(=C3C)CCC(=O)[O-])C=CC=C1